(S)-4-chloro-N-(3-(1-((2-ethyl-2H-pyrazolo[3,4-b]pyrazin-6-yl)amino)ethyl)phenyl)-3-fluorobenzamide ClC1=C(C=C(C(=O)NC2=CC(=CC=C2)[C@H](C)NC=2C=NC=3C(N2)=NN(C3)CC)C=C1)F